NC(C(=O)O)CC=1C2=CC=CC=C2C=C2C=CC=CC12 2-amino-3-(anthracen-9-yl)propionic acid